[N+](=O)([O-])C1=CC=C(C=2C1=NON2)NC(C(=O)N)CCC 2-((7-nitro-2,1,3-benzoxadiazol-4-yl)amino)pentaneamide